NC1=NC=C(C=C1C1=CC=C(C=C1)C=1N(C=C(C(C1C(=O)N)=O)C1=CC=C(C=C1)C1CC1)CC1CCOCC1)C1=CC(=C(C=C1)OC)OC {4-[2-amino-5-(3,4-dimethoxyphenyl)pyridin-3-yl]phenyl}-5-(4-cyclopropylphenyl)-4-oxo-1-(tetrahydro-2H-pyran-4-ylmethyl)-1,4-dihydropyridine-3-carboxamide